N-amino-L-arginine NN[C@@H](CCCNC(N)=N)C(=O)O